C(#N)C1(CCN(CC1)C(=O)OC(C)(C)C)CC1=CC(=C(C=C1)F)F tert-butyl 4-cyano-4-(3,4-difluorobenzyl)piperidine-1-carboxylate